4-(4-((4-(Bromomethyl)-2-fluorophenyl)thio)piperidin-1-yl)-3-fluorobenzonitrile BrCC1=CC(=C(C=C1)SC1CCN(CC1)C1=C(C=C(C#N)C=C1)F)F